C(OC1COCC1)(OC1=CC=C(C=C1)[N+](=O)[O-])=O tetrahydrofuran-3-yl (4-nitrophenyl) carbonate